6-(2-(5-cyclopropyl-3-(2-(trifluoromethoxy)phenyl)isoxazol-4-yl)-7-azaspiro[3.5]non-1-en-7-yl)-1-methyl-1H-indazole-3-carbonitrile C1(CC1)C1=C(C(=NO1)C1=C(C=CC=C1)OC(F)(F)F)C1=CC2(C1)CCN(CC2)C2=CC=C1C(=NN(C1=C2)C)C#N